N-(6-methylpyridin-2-yl)acetamide CC1=CC=CC(=N1)NC(C)=O